(R)-4-cyclopropoxy-N-(3,5-difluoro-4-((7-(3-hydroxybutoxy)quinolin-4-yl)oxy)phenyl)pyridine-3-carboxamide C1(CC1)OC1=C(C=NC=C1)C(=O)NC1=CC(=C(C(=C1)F)OC1=CC=NC2=CC(=CC=C12)OCC[C@@H](C)O)F